N1C2=C(N=CC1=O)C=NC=C2 pyrido[3,4-b]pyrazinone